NC1=C(C=CC(=N1)C1=CC(=C(C(=O)NC=2C(=NNC2Cl)C)C=C1F)OC(C)C)OC 4-(6-amino-5-methoxypyridin-2-yl)-N-(5-chloro-3-methyl-1H-pyrazol-4-yl)-5-fluoro-2-isopropoxybenzamide